C(C)(C)(CC)N(C(C)(C)CC)C(C)(C)CC tri-tert-amylamine